ethyl 1-(2-aminoethyl)-5-(trifluoromethyl)-1H-pyrrolo[3,2-b]pyridine-2-carboxylate hydrochloride Cl.NCCN1C(=CC2=NC(=CC=C21)C(F)(F)F)C(=O)OCC